C[Si](OC(C#C)(C)C)(OC(C#C)(C)C)OC(C#C)(C)C methyltris(3-methyl-1-butyn-3-oxy)silane